ClC1=NC=C(C(=N1)C1=CC=2C(N(C=C(C2S1)C(C)C)C)=O)C 2-(2-Chloro-5-methylpyrimidin-4-yl)-7-isopropyl-5-methylthieno[3,2-c]pyridin-4(5H)-one